C1(CCCCC1)N(CC(COC1=C(C=C(C=C1)CNCCC1CCN(CC1)C)OC)O)C 1-[cyclohexyl-(methyl)amino]-3-[2-methoxy-4-({[2-(1-methyl-4-piperidinyl)ethyl]amino}methyl)phenoxy]-2-propanol